1,3,5-tris(hydroxymethyl)benzene OCC1=CC(=CC(=C1)CO)CO